N-CYCLOPENTYL-2-(2-FORMYLPHENOXY)ACETAMIDE C1(CCCC1)NC(COC1=C(C=CC=C1)C=O)=O